(R)-1-(2-(Morpholin-2-yl)benzyl)-2-thioxo-1,2,3,5-tetrahydro-4H-pyrrolo[3,2-d]pyrimidin-4-one N1C[C@H](OCC1)C1=C(CN2C(NC(C3=C2C=CN3)=O)=S)C=CC=C1